C(C)(C)(C)OC(=O)N1CC=2N=C(N=CC2CC1)C 2-methyl-5,8-dihydropyrido[3,4-d]pyrimidine-7(6H)-carboxylic acid tert-butyl ester